C(C=C)C=1C=C(C=CC1O)C1=CC(=C(C=C1)O)CC=C 3,3'-diallylbiphenyl-4,4'-Diol